OCCN1CCN(CC1)CCCC(=O)OC(C(=O)OCCCCCCCCCCCCCCCCCC)C(=O)OCCCCCCCCCCCCCCCCCC dioctadecyl 2-((4-(4-(2-hydroxyethyl)piperazin-1-yl)butanoyl)oxy)malonate